2-{5-[methyl(1-methylpiperidin-4-yl)amino][1,3]thiazolo[5,4-d][1,3]thiazol-2-yl}-5-(1H-pyrazol-4-yl)pyridin-3-ol hydrochloride Cl.CN(C=1SC2=C(N1)SC(=N2)C2=NC=C(C=C2O)C=2C=NNC2)C2CCN(CC2)C